CC1=NC(=C2NC(=NC2=N1)C)N 2,8-dimethyl-adenine